[Br-].C(C)N(C1=CC=C(/C=C/C2=CC=[N+](C=C2)C(CC)F)C=C1)CC (E)-4-(4-(diethylamino)styryl)-1-fluoropropylpyridin-1-ium bromide